(2S,4R)-4-fluoro-2-(((S)-(5-isopropylpyridin-2-yl)(phenyl)methyl)carbamoyl)pyrrolidin-1-ium chloride [Cl-].F[C@@H]1C[C@H]([NH2+]C1)C(N[C@@H](C1=CC=CC=C1)C1=NC=C(C=C1)C(C)C)=O